P(=O)(OCCOCCOC)(OCCOCCOC)Br bis(2-(2-methoxyethoxy)ethyl) monobromophosphate